tert-butyl (R)-((8-(2,3-dimethylpyridin-4-yl)chroman-4-yl)methyl)carbamate CC1=NC=CC(=C1C)C=1C=CC=C2[C@@H](CCOC12)CNC(OC(C)(C)C)=O